5-(4-(4-(N-(cyanomethyl)methylsulfonamido)phenyl)pyrimidin-2-ylamino)-2-morpholinobenzoic acid C(#N)CN(S(=O)(=O)C)C1=CC=C(C=C1)C1=NC(=NC=C1)NC=1C=CC(=C(C(=O)O)C1)N1CCOCC1